1,1,1,3,3,3-hexafluoro-propan-2-yl (±)-1-((6-methylpyridazin-3-yl)carbamoyl)-6-azaspiro[2.5]-octane-6-carboxylate CC1=CC=C(N=N1)NC(=O)[C@@H]1CC12CCN(CC2)C(=O)OC(C(F)(F)F)C(F)(F)F |r|